monododecyl maleate C(\C=C/C(=O)[O-])(=O)OCCCCCCCCCCCC